C1(CC1)CN1C(=CC=2C1=NC(=CC2)C2=CC=NN2C)C2=NC1=C(N2C)C(=CC(=C1)C(=O)N1[C@@H]2CC[C@H](C1)[C@H]2N)OC (1R,4R,7R)-2-{2-[1-(cyclopropylmethyl)-6-(1-methyl-1H-pyrazol-5-yl)-1H-pyrrolo[2,3-b]pyridin-2-yl]-7-methoxy-1-methyl-1H-1,3-benzodiazole-5-carbonyl}-2-azabicyclo[2.2.1]heptan-7-amine